azobis[2-(2-imidazolin-2-yl)propane] dihydrochloride Cl.Cl.N(=NCC(C)C=1NCCN1)CC(C)C=1NCCN1